S1C2=C(C=C1B(O)O)C=CC=C2 benzo[b]Thiophene-2-boronic acid